BrC=1C(=C(C=CC1)B(O)O)C=O 3-bromo-2-formylphenylboronic acid